(4-hydroxybenzoyl)indoline-5-sulfonohydrazide OC1=CC=C(C(=O)N2CCC3=CC(=CC=C23)S(=O)(=O)NN)C=C1